NC=1N=C(C2=C(N1)C(=CS2)Cl)C=2N=NN(C2)C (4-(2-Amino-7-chlorothieno[3,2-d]pyrimidin-4-yl)-1H-1,2,3-triazol-1-yl)methan